CC1(NC(CC(C1)OC(CCCCCCCCC(=O)OC1CC(NC(C1)(C)C)(C)C)=O)(C)C)C Bis-(2,2,6,6-tetramethyl-4-piperidyl)-sebacate